OC[C@@H]1N([C@@H](CC1)CO)C(=O)OC(C)(C)C |o1:2,4| tert-Butyl Rel-(2R,5S)-2,5-bis(hydroxymethyl)pyrrolidine-1-carboxylate